(R)-2-(4-amino-3-cyclopropoxy-1H-pyrazol-1-yl)propionitrile NC=1C(=NN(C1)[C@@H](C#N)C)OC1CC1